CC(C)(C)C1=CC(=C(C=C1O)C(C)(C)C)O The molecule is a member of the class of hydroquinones that is benzene-1,4-diol substituted by tert-butyl groups at position 2 and 5.